CC(C=O)CC1=CC=C(C=C1)C(C)(C)C 2-methyl-3-(4-tert-butylphenyl)propionaldehyde